CNS(=O)(=O)C1=CC(=C(C=C1)NC=1N=NC(=CC1)C(F)(F)F)C=1N=CN(C1)C N-methyl-3-(1-methylimidazol-4-yl)-4-[[6-(trifluoromethyl)pyridazin-3-yl]amino]benzenesulfonamide